(R)-3-ethynyl-13-(3-fluoro-4-((4-methylpyrimidin-2-yl)oxy)phenyl)-6-methyl-6,7-dihydropyrido[3,4-f]pyrimido[5',4':4,5]pyrrolo[1,2-d][1,4]oxazepin-12-amine C(#C)C1=CC2=C(C=3N(C[C@H](O2)C)C2=C(C3C3=CC(=C(C=C3)OC3=NC=CC(=N3)C)F)C(=NC=N2)N)C=N1